C(#N)C1=CC=C(CNC(=O)C2=NN(C=3C(N(CCC32)CC3(CC3)S(NC3=NC=CC=C3OC)(=O)=O)=O)C)C=C1 N-(4-Cyanobenzyl)-6-((1-(N-(3-methoxypyridin-2-yl)sulfamoyl)cyclopropyl)methyl)-1-methyl-7-oxo-4,5,6,7-tetrahydro-1H-pyrazolo[3,4-c]pyridine-3-carboxamide